2-chloro-N-[(2RS)-1-chloro-3-(4-methylphenyl)propan-2-yl]-5-[3-(trifluoromethyl)phenoxy]isonicotinamide ClC=1C=C(C(=O)N[C@@H](CCl)CC2=CC=C(C=C2)C)C(=CN1)OC1=CC(=CC=C1)C(F)(F)F |r|